(S)-N-((S)-6,8-difluoro-4-oxo-2,3,4,5-tetrahydrobenzo[b][1,4]oxazepin-3-yl)-1-ethyl-1-methyl-1,3-dihydrofuro[3,4-c]pyridine-6-carboxamide FC1=CC(=CC=2OC[C@@H](C(NC21)=O)NC(=O)C2=CC1=C(C=N2)CO[C@@]1(C)CC)F